2-((3-chlorophenyl)amino)-6-cyclopropylnicotinonitrile ClC=1C=C(C=CC1)NC1=C(C#N)C=CC(=N1)C1CC1